C(CCCCC)N(CCCCCC)C=1C=C(C=CC1OC)NC(CCCC)=O N-[3-(N,N-dihexylamino)-4-methoxyphenyl]pentanamide